tert-Butyl N-{1-[({2-[6-(ethylamino)-4-[4-fluoro-2-(4-methyl-1,2,4-triazol-3-yl) phenyl]pyridin-2-yl]-3-oxo-1-(trifluoromethyl)-1H-isoindol-5-yl}methoxy)methyl] cyclobutyl}carbamate C(C)NC1=CC(=CC(=N1)N1C(C2=CC=C(C=C2C1=O)COCC1(CCC1)NC(OC(C)(C)C)=O)C(F)(F)F)C1=C(C=C(C=C1)F)C1=NN=CN1C